5-(2-(((1r,4r)-4-((2-methoxyethyl)amino)cyclohexyl)amino)pyrimidin-4-yl)-3,3-dimethyl-Isoindolin-1-one COCCNC1CCC(CC1)NC1=NC=CC(=N1)C=1C=C2C(NC(C2=CC1)=O)(C)C